2,6-difluoronicotinonitrile FC1=C(C#N)C=CC(=N1)F